(4S,5R)-5-[3,5-bis(trifluoromethyl)phenyl]-4-(hydroxymethyl)-2-oxo-N-(quinazolin-8-ylmethyl)-1,3-oxazolidine-3-carboxamide FC(C=1C=C(C=C(C1)C(F)(F)F)[C@@H]1[C@@H](N(C(O1)=O)C(=O)NCC=1C=CC=C2C=NC=NC12)CO)(F)F